[1-[(5R)-5-oxido-4-(tetrahydropyran-4-ylamino)-6,7-dihydro-thieno[3,2-d]pyrimidin-5-ium-2-yl]azetidin-3-yl] cyclopentanecarboxylate C1(CCCC1)C(=O)OC1CN(C1)C=1N=C(C2=C(N1)CC[S@+]2[O-])NC2CCOCC2